(1R)-1-(4-fluorophenyl)ethanamine FC1=CC=C(C=C1)[C@@H](C)N